butyldi-1-adamantyl-phosphine C(CCC)P(C12CC3CC(CC(C1)C3)C2)C23CC1CC(CC(C2)C1)C3